C(C)(C)(C)OC(=O)N1CCC(CC1)OC1=C(C=CC=C1)Br 4-(2-bromophenoxy)piperidine-1-carboxylic acid tert-butyl ester